FC=1C(=CC(=C(C(=O)NC=2C(=NC=CC2C)OC)C1)O[C@@H](C)CCC)N1N=C(N(C1=O)C)C(C)(C)O 5-fluoro-4-[3-(2-hydroxypropan-2-yl)-4-methyl-5-oxo-4,5-dihydro-1H-1,2,4-triazol-1-yl]-N-(2-methoxy-4-methylpyridin-3-yl)-2-[(2S)-pent-2-yloxy]benzamide